ClC=1C(=NN(C1C1=CC(=NC=C1)OC)C1OCCCC1)C(=O)N1CCC(CC1)C(=O)NC1CCCCC1 1-[4-chloro-5-(2-methoxypyridin-4-yl)-1-(oxan-2-yl)pyrazole-3-carbonyl]-N-cyclohexylpiperidine-4-carboxamide